8-bromo-N-cyclopropyl-7-fluoro-4-((4-methoxybenzyl)amino)isoquinoline-3-carboxamide BrC=1C(=CC=C2C(=C(N=CC12)C(=O)NC1CC1)NCC1=CC=C(C=C1)OC)F